FC=1C(=NC=C(C1)F)C1=C(C=CC=C1)[N+](=O)[O-] 3,5-difluoro-2-(2-nitrophenyl)pyridine